C(C)N(CC=O)CCOC 2-[ETHYL(2-METHOXYETHYL)AMINO]ACETALDEHYDE